ClC1=C(C=C(C=C1)C=1CCC(N(N1)C1=NS(C2=C1C=C(C=C2OC)OC)(=O)=O)C)OC 3-[6-(4-chloro-3-methoxy-phenyl)-3-methyl-4,5-dihydro-3H-pyridazin-2-yl]-5,7-dimethoxy-1,2-benzothiazole 1,1-dioxide